1-(cyclopropanesulfonyl)-N-(8-{2,6-diazaspiro[3.4]oct-2-yl}-6-(difluoromethyl)pyrido[3,4-d]pyrimidin-2-yl)piperidin-4-amine C1(CC1)S(=O)(=O)N1CCC(CC1)NC=1N=CC2=C(N1)C(=NC(=C2)C(F)F)N2CC1(C2)CNCC1